9'-(quinoxaline-2,3-diylbis-4,1-phenylene)bis(9H-carbazole) N1=C(C(=NC2=CC=CC=C12)C1=CC=C(C=C1)C1=CC=CC=2C3=CC=CC=C3NC12)C1=CC=C(C=C1)C1=CC=CC=2C3=CC=CC=C3NC12